4-hydroxycyclohexane-1-amine 2-(1-hydroxypentyl)benzoate tert-butyl-(3R)-1-(4-(4-fluorophenyl)-2-(2H-tetrazol-2-yl)cyclopentyl)piperidin-3-ylcarbamate C(C)(C)(C)OC(N[C@H]1CN(CCC1)C1C(CC(C1)C1=CC=C(C=C1)F)N1N=CN=N1)=O.OC(CCCC)C1=C(C(=O)O)C=CC=C1.OC1CCC(CC1)N